CN(C=1N=CN(C(C1)=O)C[C@@]1(CCN(CC12CCCC2)C(=O)N2[C@@H](CN(CC2)C(=O)OC(C)(C)C)C2=CC=CC=C2)O)C tert-butyl (R)-4-((S)-10-((4-(dimethylamino)-6-oxopyrimidin-1(6H)-yl)methyl)-10-hydroxy-7-azaspiro[4.5]decane-7-carbonyl)-3-phenylpiperazine-1-carboxylate